FC=1C=C(C=C(C1)[N+](=O)[O-])S(=O)(=O)NCCN(C(OC(C)(C)C)=O)C tert-butyl N-[2-[(3-fluoro-5-nitro-phenyl)sulfonylamino]ethyl]-N-methyl-carbamate